3-(6-methylpyridin-2-yl)-4,5,6,7-tetrahydropyrazolo[1,5-a]pyrimidine-2-carboxylic acid CC1=CC=CC(=N1)C=1C(=NN2C1NCCC2)C(=O)O